O1C(CCC=C1)C(=O)O.O1CCCC=C1 dihydropyran (3,4-dihydropyran-2-carboxylate)